O1C(=CC=2C1=C1CCCOC1=CC2)C=2N=C1SC(=NN1C2)SC 6-(8,9-dihydro-7H-furo[2,3-f]chromen-2-yl)-2-(methylthio)imidazo[2,1-b][1,3,4]thiadiazole